FC=1C=C(C=C(C1)F)SSC1=CC(=CC(=C1)F)F bis(3,5-difluorophenyl) disulfide